(6-bromo-2-methoxy-3-pyridinyl)-3-(4-fluorophenyl)-5-methyl-isoxazole-4-carboxamide BrC1=CC=C(C(=N1)OC)NC(=O)C=1C(=NOC1C)C1=CC=C(C=C1)F